isopropyl 7-methoxy-1-methyl-2-[(2R,6R)-2-methyl-21-oxo-3,13,19-triazatetracyclo[11.5.2.13,6.016,20]henicosa-1(19),14,16(20),17-tetraen-14-yl]benzimidazole-5-carboxylate COC1=CC(=CC2=C1N(C(=N2)C=2N1CCCCCC[C@@H]3CCN([C@@H](C=4C=CC(C2)=C1N4)C)C3=O)C)C(=O)OC(C)C